1-(2-hydroxy-2-methylpropyl)-1H-indazole-6-carboxylic acid methyl ester COC(=O)C1=CC=C2C=NN(C2=C1)CC(C)(C)O